(5-amino-8-(2,6-dimethylpyridin-4-yl)-2-((6-methylpyridin-2-yl)methoxy)-[1,2,4]triazolo[1,5-c]pyrimidin-7-yl)benzonitrile NC1=NC(=C(C=2N1N=C(N2)OCC2=NC(=CC=C2)C)C2=CC(=NC(=C2)C)C)C2=C(C#N)C=CC=C2